C(C)(C)N1CCC(CC1)N1CCC(CC1)C=1C=C2C(=NC1)N=C(N2C)C2=CC=C(C=C2)S(=O)(=O)C 6-(1'-Isopropyl-[1,4'-bipiperidin]-4-yl)-1-methyl-2-(4-(methylsulfonyl)phenyl)-1H-imidazo[4,5-b]pyridine